3-[4-(3-piperazin-1-ylpropyl)anilino]piperidine-2,6-dione N1(CCNCC1)CCCC1=CC=C(NC2C(NC(CC2)=O)=O)C=C1